C(C)(C)(C)OC(=O)NC1(CC(C(C1)O)F)C(=O)OCC racemic-ethyl 1-((tert-butoxycarbonyl)amino)-3-fluoro-4-hydroxycyclopentane-1-carboxylate